4,6-dibromo-5-[1-hydroxy-3,6,9-trioxonon-9-yl]-1H-indol-3-yl 2,3,4,6-tetra-O-acetyl-β-D-glucopyranoside C(C)(=O)O[C@H]1[C@H](OC2=CNC3=CC(=C(C(=C23)Br)C(CCC(CCC(CCO)=O)=O)=O)Br)O[C@@H]([C@H]([C@@H]1OC(C)=O)OC(C)=O)COC(C)=O